CS(=O)(=O)[O-].[Na+] Sodium methanesulphonate